C12(CC3CC(CC(C1)C3)C2)C2=CC=C(C=C2)C2=CC(=C(C=C2)N)C2=CC=CC=C2 4-((3r,5r,7r)-adamantan-1-yl)-[1,1':3',1''-terphenyl]-4'-amine